tert-butyl (3R)-3-cyanopiperidine-1-carboxylate C(#N)[C@H]1CN(CCC1)C(=O)OC(C)(C)C